C(C)(=O)OC1=CC=C(C(=O)N(C)C)C=C1 4-(acetoxy)-N,N-dimethylbenzamide